C(C)(C)(C)OC(=O)N[C@@H](CCS)C(=O)OC methyl (tert-butoxycarbonyl)-L-homocysteinate